ClC1=CC2=C(C=N1)C=C(N2COCC[Si](C)(C)C)C2=NC(=NC=C2)Cl 6-chloro-2-(2-chloropyrimidin-4-yl)-1-((2-(trimethylsilyl)ethoxy)methyl)-1H-pyrrolo[3,2-c]pyridine